(S)-4-Phenyloxazolidin-2-one C1(=CC=CC=C1)[C@@H]1NC(OC1)=O